FC1(C(C1)CNC(=O)C=1C2=CN(N=C2C=CC1)C=1C=NC=CC1)F N-[(2,2-difluorocyclopropyl)methyl]-2-(3-pyridinyl)-2H-indazole-4-carboxamide